8-(2-chloro-6-(trifluoromethyl)pyridin-4-yl)-7-(2,4-difluorophenyl)-[1,2,4]triazolo[4,3-c]pyrimidin-5-amine ClC1=NC(=CC(=C1)C=1C=2N(C(=NC1C1=C(C=C(C=C1)F)F)N)C=NN2)C(F)(F)F